N-(2-hydroxy-3-(piperidin-1-yl)propoxy)-2-methylthiazole-5-carbimidoyl chloride OC(CON=C(C1=CN=C(S1)C)Cl)CN1CCCCC1